dodecyl-trithio-dimethyl-propionic acid C(CCCCCCCCCCC)SSSCC(C(=O)O)(C)C